5-[(E)-but-1-enyl]-4-methoxy-6-methylpyran-2-one C(=C\CC)/C=1C(=CC(OC1C)=O)OC